NC=1N=NC(=CC1N1CC2CCC(C1)N2C2=CC(=NC=C2)C#CCO)C2=C(C=CC=C2)OCOC 3-(4-(3-(3-amino-6-(2-(methoxymethoxy)phenyl)pyridazin-4-yl)-3,8-diazabicyclo[3.2.1]octan-8-yl)pyridin-2-yl)prop-2-yn-1-ol